3-(5-(((1R,2R)-2-(((3,3-Difluorocyclobutyl)methyl)amino)cyclohexyl)(methyl)amino)-1-oxoisoindolin-2-yl)piperidin-2,6-dion FC1(CC(C1)CN[C@H]1[C@@H](CCCC1)N(C=1C=C2CN(C(C2=CC1)=O)C1C(NC(CC1)=O)=O)C)F